4-[(2R)-3-(3,4-dihydro-1H-isoquinolin-2-yl)-2-hydroxy-propyl]-8-(3,5-dimethylmorpholine-4-carbonyl)-2,2-dimethyl-3H-1,4-benzoxazepin-5-one C1N(CCC2=CC=CC=C12)C[C@H](CN1CC(OC2=C(C1=O)C=CC(=C2)C(=O)N2C(COCC2C)C)(C)C)O